dimethylfluorophenyl[(dimethylfluorenyl)phenyl](phenyldibenzoselenophenyl)triazineBenzoic acid n-hexyl ester C(CCCCC)OC(C1=C(C(=C(C(=C1C1=NN=NC(=C1C1=C(C=CC=2[Se]C3=C(C21)C=CC=C3)C3=CC=CC=C3)C3=C(C=CC=C3)C3=C(C(=CC=2C1=CC=CC=C1CC32)C)C)C)C)F)C3=CC=CC=C3)=O